C1(=CC=CC=C1)C1=NNC=C1C1=NC2=CC=C3C(=C2C=2CCCCC12)C=NN3 7-(3-phenyl-1H-pyrazol-4-yl)-8,9,10,11-tetrahydro-3H-pyrazolo[4,3-a]phenanthridine